(4aS,9bR)-ethyl 6-bromo-5-(2-(methylamino)-2-oxoethyl)-1,3,4,4a,5,9b-hexahydro-2H-pyrido[4,3-b]indole-2-carboxylate BrC1=CC=CC=2[C@H]3[C@@H](N(C12)CC(=O)NC)CCN(C3)C(=O)OCC